4-(4'-((1S,2S)-2-aminocyclopropoxy)-[1,1'-biphenyl]-4-yl)-2-(2-((S)-1-hydroxyethyl)-1H-imidazol-1-yl)but-3-en-1-ol N[C@@H]1[C@H](C1)OC1=CC=C(C=C1)C1=CC=C(C=C1)C=CC(CO)N1C(=NC=C1)[C@H](C)O